C(#N)C1CN(CCN1)C(=O)OC(C)(C)C tert-Butyl 3-cyanopiperazine-1-carboxylate